methyl-acryloyloxyamyl-trimethyl-ammonium chloride [Cl-].CC[N+](C)(C)CCCCCOC(C=C)=O